C(C=C)(=O)OC1=C(C(=C(C=C1)O)C(C)(C)C)C(C)(C)C di-tert-butyl-4-hydroxyphenyl acrylate